tert-butyl 3-(4-(6-(3-amino-4-(4-((5-fluoro-2-methoxybenzamido)methyl)phenyl)-1H-pyrazolo[4,3-c]pyridin-7-yl)pyridin-3-yl)piperidin-1-yl)azetidine-1-carboxylate NC1=NNC2=C1C(=NC=C2C2=CC=C(C=N2)C2CCN(CC2)C2CN(C2)C(=O)OC(C)(C)C)C2=CC=C(C=C2)CNC(C2=C(C=CC(=C2)F)OC)=O